BrC=1C=C2C=CN=CC2=C(C1)F 6-bromo-8-fluoroisoquinoline